FC(C1=NN=C(O1)C1=CC=C2CN(C(C2=C1)=O)N(C(CC(F)(F)F)=O)CC1=CC=C(C=C1)F)F N-{6-[5-(difluoromethyl)-1,3,4-oxadiazol-2-yl]-1-oxo-1,3-dihydro-2H-isoindol-2-yl}-3,3,3-trifluoro-N-[(4-fluorophenyl)methyl]propanamide